(1R,2S)-1,2,3,4-Tetrahydronaphthalin-1,2-diyl-dicarbamat [C@@H]1([C@H](CCC2=CC=CC=C12)NC([O-])=O)NC([O-])=O